5-chloro-1-(3,5-difluorobenzyl)-4-(2-oxoethyl)-1H-pyrazole-3-carboxylic acid ethyl ester C(C)OC(=O)C1=NN(C(=C1CC=O)Cl)CC1=CC(=CC(=C1)F)F